pyrrolo[2,3-b]pyridine-4-carbonitrile N1C=CC2=C1N=CC=C2C#N